ClC1=NC=CC(=N1)C1=NC=2C=CC3=C(C2C=C1)C1=C(S3)C(N[C@@H](CN1)C)=O (R)-2-chloro-4-(10-methyl-8-oxo-9,10,11,12-tetrahydro-8H-[1,4]diazepino[5',6':4,5]thieno[3,2-f]quinolin-3-yl)pyrimidine